FC(C(=O)O)(F)F.C(C)OC(=O)C1CN(C1)CO[Si](C)(C)C(C)(C)C (((tert-butyldimethylsilyl)oxy)methyl)azetidine-3-carboxylic acid ethyl ester trifluoroacetate salt